ICC#CN(C(O)=O)CCCC.NCC[C@](N)(CCCNC(N)=N)C(=O)O 2-(2-aminoethyl)-L-arginine iodopropynyl-butylcarbamate